CC=1N(N=C2C(N(N=C(C21)C)CCCC(=O)NCC2=C(C=CC=C2)C)=O)C2=CC=C(C=C2)C 4-[3,4-dimethyl-2-(4-methylphenyl)-7-oxopyrazolo[3,4-d]pyridazin-6-yl]-N-[(2-methylphenyl)methyl]butanamide